3-(1-hydroxypropan-2-yl)-8-(1-methyl-1H-pyrazol-4-yl)-6-(4-(trifluoromethyl)phenyl)2,3-dihydropyrido[3,4-d]pyrimidin-4(1H)-one OCC(C)N1CNC2=C(C1=O)C=C(N=C2C=2C=NN(C2)C)C2=CC=C(C=C2)C(F)(F)F